methyl 5-({1-[(tert-butyldiphenylsilyl)oxy]-3-methoxypropan-2-yl}oxy)-4-iodo-6-oxopyran-2-carboxylate [Si](C1=CC=CC=C1)(C1=CC=CC=C1)(C(C)(C)C)OCC(COC)OC1=C(C=C(OC1=O)C(=O)OC)I